FC1=C(C=CC=C1)CC(=O)NC1=CC(=C(C=C1)N1N=C(N=C1)C(F)(F)F)S(N)(=O)=O 2-(2-fluorophenyl)-N-{3-sulfamoyl-4-[3-(trifluoromethyl)-1H-1,2,4-triazol-1-yl]phenyl}acetamide